2-Methyl-5-(8-pentadecenyl)-1,3-benzenediol CC1=C(C=C(C=C1O)CCCCCCCC=CCCCCCC)O